4-(3-(benzo[d][1,3]dioxol-5-yl)pyrrolidin-1-yl)-6,7-dimethoxy-3-((4-methoxyphenyl)sulfonyl)quinoline O1COC2=C1C=CC(=C2)C2CN(CC2)C2=C(C=NC1=CC(=C(C=C21)OC)OC)S(=O)(=O)C2=CC=C(C=C2)OC